FC=1C=CC(=C(C(=O)N(C)C(C)C)C1)N1C=C(C=2C1=CN=CC2)C2CC1C(CN(C1)C[C@@H]1CC[C@H](CC1)NS(=O)(=O)C)C2 5-fluoro-N-isopropyl-N-methyl-2-(3-(2-((trans-4-(methylsulfonamido)cyclohexyl)methyl)octahydrocyclopenta[c]pyrrol-5-yl)-1H-pyrrolo[2,3-c]pyridin-1-yl)benzamide